BrC=1C=C2C(=NC1)C(OC2)=O 3-bromofuro[3,4-b]pyridin-7(5H)-one